CN1C(=NC(=C1C(=O)OCC)C)C1=CC(=CC=C1)C#N ethyl 1,4-dimethyl-2-(3-cyanophenyl)-1H-imidazole-5-carboxylate